tert-butyl N-[(trans)-4-[2-(imidazol-1-yl)-5H,6H,7H-cyclopenta[d]pyrimidine-4-amido]cyclohexyl]carbamate N1(C=NC=C1)C=1N=C(C2=C(N1)CCC2)C(=O)N[C@@H]2CC[C@H](CC2)NC(OC(C)(C)C)=O